6-(2-(bicyclo[3.1.0]hexane-3-ylamino)-6-fluoro-4-methoxypyrrolo[2,1-f][1,2,4]triazin-5-yl)-8-fluoro-N-methylimidazo[1,2-a]pyridine-3-carboxamide C12CC(CC2C1)NC1=NN2C(C(=N1)OC)=C(C(=C2)F)C=2C=C(C=1N(C2)C(=CN1)C(=O)NC)F